5-bromo-3-(ethyl-(1-methylpiperidin-4-yl)amino)-2-methylbenzoic acid methyl ester COC(C1=C(C(=CC(=C1)Br)N(C1CCN(CC1)C)CC)C)=O